FC1=CC=C(C=C1)C1(CC1)C(=O)NC1=CC=C(C=C1)C1=NC=NC2=CC(=C(C=C12)OC)OCC1CCNCC1 1-(4-fluorophenyl)-N-(4-(6-methoxy-7-(piperidin-4-ylmethoxy)quinazolin-4-yl)phenyl)cyclopropane-1-carboxamide